C(CCC=O)C/C=C\\C/C=C\\C=C\\C=C\\[C@H]([C@H](CCCC(=O)[O-])O)SC[C@@H](C(=O)[O-])[NH3+] The molecule is a leukotriene anion that is the conjugate base of leukotriene E4 obtained by deprotonation of the two carboxy groups and protonation of the cysteinyl alpha-amino group; major species at pH 7.3. It is a leukotriene anion and a dicarboxylic acid monoanion. It is a conjugate base of a 20-oxoleukotriene E4.